1-N-phenylpyrazine-2-carboxamide C1(=CC=CC=C1)N1C(C=NC=C1)C(=O)N